tert-Butyl 4-(6-chloro-7-(2-fluorophenyl)-1-neopentyl-2-oxo-1,2-dihydro-1,8-naphthyridin-4-yl)piperidine-1-carboxylate ClC=1C=C2C(=CC(N(C2=NC1C1=C(C=CC=C1)F)CC(C)(C)C)=O)C1CCN(CC1)C(=O)OC(C)(C)C